7-[4-(1-piperidinyl)butoxy]-3-acetylcoumarin oxime N1(CCCCC1)CCCCOC1=CC=C2C=C(C(OC2=C1)=NO)C(C)=O